o-divinyl-pyridine (5-((Tosyloxy)methyl)-1,3-dioxane-2,2-diyl)bis(1-(hexylthio)heptane-7,2-diyl) bis-(decanoate) C(CCCCCCCCC)(=O)OC(CSCCCCCC)CCCCCC1(OCC(CO1)COS(=O)(=O)C1=CC=C(C)C=C1)CCCCCC(CSCCCCCC)OC(CCCCCCCCC)=O.C(=C)N1C(C=CC=C1)C=C